CN1C2CC(CC1CC2)=O 8-methyl-8-azabicyclo[3.2.1]octan-3-one